COC1=C(C=CC(=C1)C(=C)C(=O)O)O (4-hydroxy-3-methoxyphenyl)prop-2-enoic acid